C(C)(C)(C)C1=CC=C(C=C1)NC1=CC=C(C=C1)C(C)(C)C di-(4-tert-butylphenyl)amine